(5R)-N-(1-(((2S)-1-amino-1-oxopropan-2-yl)amino)-2-(4-ethylphenyl)-1-oxobutan-2-yl)-7,7-dimethyl-5-phenyl-4,5,6,7-tetrahydropyrazolo[1,5-a]pyridine-3-carboxamide NC([C@H](C)NC(C(CC)(C1=CC=C(C=C1)CC)NC(=O)C=1C=NN2C1C[C@@H](CC2(C)C)C2=CC=CC=C2)=O)=O